CN(C)CC1=CC(=C(C=C1)OCCCCCCCC\C=C/CCCCCCCC)OCCCCCCCC\C=C/CCCCCCCC N,N-dimethyl-3,4-dioleyloxybenzyl-amine